4-(6-fluoro-1,2,3,4-tetrahydroquinoline-2-yl)benzamide FC=1C=C2CCC(NC2=CC1)C1=CC=C(C(=O)N)C=C1